[N+](=O)([O-])C1=C(COC(=O)N2CCNCC2)C(=CC=C1)[N+](=O)[O-] [[(2,6-dinitrobenzyl)oxy]carbonyl]piperazine